1-methyl-1-(2-(6-(pyrrolidin-1-yl)pyrazolo[1,5-a]pyridine-3-carbonyl)-2-azaspiro[3.3]heptan-6-yl)-3-(5-(trifluoromethyl)pyridin-3-yl)urea CN(C(=O)NC=1C=NC=C(C1)C(F)(F)F)C1CC2(CN(C2)C(=O)C=2C=NN3C2C=CC(=C3)N3CCCC3)C1